C1=CC=CC=2C3=CC=CC=C3C(C12)COC(=O)N[C@@H](C(=O)OC)CC(NC(C1=CC=CC=C1)(C1=CC=CC=C1)C1=CC=CC=C1)=O (R)-methyl 2-((((9H-fluoren-9-yl)methoxy)carbonyl)amino)-4-oxo-4-(tritylamino)butanoate